[Br-].OCC[SH+]C (2-hydroxyethyl)-methylsulfonium bromide